CC1(C(N(C(N1)=O)C1=NC=C(N=C1)OC1=CC=C(C2=C1C1(CC1)CO2)C)=O)C 5,5-dimethyl-3-[5-(7-methylspiro[2H-benzofuran-3,1'-cyclopropane]-4-yl)oxypyrazin-2-yl]imidazolidine-2,4-dione